5-Methyl-2-(5-morpholin-4-yl-3,4'-bipyridin-2'-yl)-N-[(1S)-1-phenylethyl]-1H-imidazole-4-carboxamide CC1=C(N=C(N1)C1=NC=CC(=C1)C=1C=NC=C(C1)N1CCOCC1)C(=O)N[C@@H](C)C1=CC=CC=C1